2,2-difluoro-2-(3-hydroxyphenyl)acetic acid FC(C(=O)O)(C1=CC(=CC=C1)O)F